4-(methylamino)-2-(methylsulfanyl)pyrimidine-5-carboxylate CNC1=NC(=NC=C1C(=O)[O-])SC